C(C(=C)C)(=O)OCCCCCCCCCCCCCCCCCCCCCOC(C(=C)C)=O 1,21-heneicosanediol dimethacrylate